(R)-5-[2-(2,2-difluoroethoxy)-4,4,4-trifluoro-butoxy]-3-methyl-N-(4-methyl-1,1-dioxo-thian-4-yl)imidazo[4,5-b]pyridine-2-carboxamide FC(CO[C@@H](COC1=CC=C2C(=N1)N(C(=N2)C(=O)NC2(CCS(CC2)(=O)=O)C)C)CC(F)(F)F)F